ClC1=C(C=CC=C1Cl)C1=C(N=CC(=N1)C(=O)[O-])O 6-(2,3-dichlorophenyl)-5-hydroxy-pyrazine-2-carboxylate